N,N'-dihydroxyethyl-naphthalenetetracarboxylic acid diimide ON=C(O)C1=C(C(=C(C2=C(C=CC=C12)CC)C(=O)O)C(=O)O)C(O)=NO